triethylamine bis(4-nitrophenyl)phosphorotetrathioate [N+](=O)([O-])C1=CC=C(C=C1)SP(=S)(SC1=CC=C(C=C1)[N+](=O)[O-])S.C(C)N(CC)CC